2-[(3R)-3-methylmorpholin-4-yl]-4-[1-(methylsulfonyl)cyclopropyl]-8-[1-(tetrahydro-2H-pyran-2-yl)-1H-pyrazol-5-yl]-1,7-naphthyridine C[C@H]1N(CCOC1)C1=NC2=C(N=CC=C2C(=C1)C1(CC1)S(=O)(=O)C)C1=CC=NN1C1OCCCC1